FC(COC=1C=C(C=CC1)N1C(C(C2=CC(=CC=C12)C(=O)N[C@]1(NS(C=CC1)(=O)=O)C)(C)C)=O)F 1-[3-(2,2-difluoroethoxy)phenyl]-3,3-dimethyl-N-[(3S)-3-methyl-1,1-dioxo-thiazin-3-yl]-2-oxo-indoline-5-carboxamide